COC=1C=C2C=CC(=NC2=CC1)C(=O)[O-] 6-methoxyquinoline-2-carboxylate